C(C1=CC=CC=C1)(=O)N([C@@H](C(=O)O)C(C)C)C(=O)OC (R)-2-[benzoyl-(methoxycarbonyl)amino]-3-methylbutanoic acid